FC1=CC=C(C=C1)C=1C(=NC2=CC(=NC(=C2C1)C(C)O)C)C 1-(3-(4-fluorophenyl)-2,7-dimethyl-1,6-naphthyridin-5-yl)ethan-1-ol